C1(CC1)C(=O)N1CCC2=CC(=CC=C12)C=1N=C(SC1C)C(=O)NC1=CC(=CC=C1)OCCOCCNC=1C=C2C(N(C(C2=CC1)=O)C1C(NC(CC1)=O)=O)=O 4-(1-(cyclopropanecarbonyl)indolin-5-yl)-N-(3-(2-(2-((2-(2,6-dioxopiperidin-3-yl)-1,3-dioxoisoindolin-5-yl)amino)ethoxy)ethoxy)phenyl)-5-methylthiazole-2-carboxamide